4-bromo-N-(3-nitrophenyl)-3-(N-phenylsulfamoyl)benzamide BrC1=C(C=C(C(=O)NC2=CC(=CC=C2)[N+](=O)[O-])C=C1)S(NC1=CC=CC=C1)(=O)=O